NC1=C(SC=2N=C(N=C(C21)C)C)C(=O)NC2CC=1C=C(C(=NC1CC2)N2CCNCC2)F 5-amino-N-[3-fluoro-2-(piperazin-1-yl)-5,6,7,8-tetrahydroquinolin-6-yl]-2,4-dimethylthieno[2,3-d]pyrimidine-6-carboxamide